C(C)(=O)OC[C@@H]1O[C@@H]([C@H]([C@H]1CC(=O)[O-])CC(=O)[O-])C=1C(NC(N(C1)CCN1CCC1)=O)=O (2R,3R,4S,5S)-2-(acetoxymethyl)-5-(1-(2-(azetidin-1-yl)ethyl)-2,4-Diketo-1,2,3,4-tetrahydropyrimidin-5-yl)tetrahydrofuran-3,4-diacetate